5-[6-(6-{[(3R,4S)-3-fluoro-2,2,6,6-tetramethylpiperidin-4-yl]oxy}pyridazin-3-yl)-5-hydroxypyridin-3-yl]-2-methyl-2H-indazole-7-carbonitrile F[C@@H]1C(NC(C[C@@H]1OC1=CC=C(N=N1)C1=C(C=C(C=N1)C1=CC2=CN(N=C2C(=C1)C#N)C)O)(C)C)(C)C